Calcium Arachidate C(CCCCCCCCCCCCCCCCCCC)(=O)[O-].[Ca+2].C(CCCCCCCCCCCCCCCCCCC)(=O)[O-]